NC1CCN(CC1)C1=C(C=NC2=CC=C(C=C12)C=1C(=C(C#N)C=CC1)OCCO)C1=CC(=CC(=C1)F)F 3-[4-(4-Aminopiperidin-1-yl)-3-(3,5-difluorophenyl)chinolin-6-yl]-2-(2-hydroxyethoxy)benzonitril